5-(1-(tert-butyl)-1H-pyrazol-4-yl)-2-methoxy-N-(5-oxo-5,6,7,8-tetrahydro-1,6-naphthyridin-3-yl)benzenesulfonamide C(C)(C)(C)N1N=CC(=C1)C=1C=CC(=C(C1)S(=O)(=O)NC=1C=NC=2CCNC(C2C1)=O)OC